Trimethylenebis(4-aminobenzoate) C1=CC(=CC=C1C(=O)OCCCOC(=O)C2=CC=C(C=C2)N)N